C(C)(C)(C)OC(=O)N1CC(C(CC1)=O)C1=C(C=CC=C1)C 3-(o-tolyl)-4-oxo-piperidine-1-carboxylic acid tert-butyl ester